ClC1=C(C(=C(C#N)C(=C1)N1CC(C1)(F)F)C1=C(C=NN1C)I)F 4-chloro-6-(3,3-difluoroazetidin-1-yl)-3-fluoro-2-(4-iodo-1-methyl-1H-pyrazol-5-yl)benzonitrile